F[P-](F)(F)(F)(F)F.CN(C(N(C)C)=O)C Tetramethyl-urea hexafluorophosphate